(2-((6-(1H-pyrazol-4-yl)-benzo[d]thiazol-2-yl)-amino)pyridin-4-yl)-methanol N1N=CC(=C1)C1=CC2=C(N=C(S2)NC2=NC=CC(=C2)CO)C=C1